3-ethyl-7-bromoindole C(C)C1=CNC2=C(C=CC=C12)Br